2-(3-cyano-5-methyl-pyrazol-1-yl)-N-[(2,4-dimethoxyphenyl)methyl]-6-[5-(2-morpholinoethoxy)benzimidazol-1-yl]pyridine-3-carboxamide C(#N)C1=NN(C(=C1)C)C1=NC(=CC=C1C(=O)NCC1=C(C=C(C=C1)OC)OC)N1C=NC2=C1C=CC(=C2)OCCN2CCOCC2